NC=1C=CC(=C(C1)N1CC(C1)C#N)F 1-(5-amino-2-fluorophenyl)azetidine-3-carbonitrile